COC(=O)C1=NC(=C(C=C1F)Br)N=CNO 5-bromo-3-fluoro-6-(((hydroxyamino)methylidene)amino)pyridine-2-carboxylic acid methyl ester